C(#N)C=1C(=NN(C1NC=1C=NN(C1)C)COCC[Si](C)(C)C)C1=CC=C(C=C1)NS(=O)(=O)CC N-(4-{4-cyano-5-[(1-methyl-1H-pyrazol-4-yl)amino]-1-{[2-(trimethylsilyl)ethoxy]methyl}-1H-pyrazol-3-yl}phenyl)ethane-1-sulfonamide